tert-butyl (3s,4s)-4-((4-(3-(2,6-dioxopiperidin-3-yl)-1-methyl-1H-indazol-6-yl) piperazin-1-yl) methyl)-3-fluoropiperidine-1-carboxylate O=C1NC(CCC1C1=NN(C2=CC(=CC=C12)N1CCN(CC1)C[C@H]1[C@@H](CN(CC1)C(=O)OC(C)(C)C)F)C)=O